4-(aminomethyl)-6-(5-(3-methoxyphenyl)-1-methyl-1H-pyrazol-4-yl)phthalazin-1(2H)-one NCC1=NNC(C2=CC=C(C=C12)C=1C=NN(C1C1=CC(=CC=C1)OC)C)=O